ClC1=CC(=C2C=NNC2=C1)N1CC2N(CCC2C1)S(=O)(=O)C 6-chloro-4-(1-(methylsulfonyl)hexahydropyrrolo[3,4-b]pyrrol-5(1H)-yl)-1H-indazole